ClC=1C=C(C=CC1)C(CO)(C)NC1=NC2=C(N1)C=CC=C2CN2C(OC=C2)=N 2-(3-chlorophenyl)-2-({4-[(2-imino-2,3-dihydro-1,3-oxazol-3-yl)methyl]-1H-1,3-benzodiazol-2-yl}amino)propan-1-ol